BrC1=CC(=C2C(=NC=NC2=C1F)N1[C@@H](CN(CC1)C(=O)OC(C)(C)C)CO[Si](C)(C)C(C)(C)C)F Tert-butyl (S)-4-(7-bromo-5,8-difluoroquinazolin-4-yl)-3-(((tert-butyldimethylsilyl)-oxy)methyl)piperazine-1-carboxylate